C(C1=CC=CC=C1)OC(CCCCCCCCCCCCCCCCCCC(=O)O)=O eicosanedioic acid monobenzyl ester